isopropyl (S)-2-((S)-3-(1H-indol-3-yl)-2-(pivaloyloxy) propanamido)-6-diazo-5-oxohexanoate N1C=C(C2=CC=CC=C12)C[C@@H](C(=O)N[C@H](C(=O)OC(C)C)CCC(C=[N+]=[N-])=O)OC(C(C)(C)C)=O